BrC1=CN=CC=2CC[C@H](NOC21)C (3R)-9-bromo-3-methyl-2,3,4,5-tetrahydropyrido[3,4-f]oxazepine